O=C1CCC(CC1)CCC(=O)N1CCC(CC1)C1CCNC=2N1N=C(C2C(=O)N)C2=CC=C(C=C2)OC2=CC=CC=C2 7-(1-(3-(4-oxocyclohexyl)propionyl)piperidin-4-yl)-2-(4-phenoxyphenyl)-4,5,6,7-tetrahydropyrazolo[1,5-a]pyrimidine-3-carboxamide